(2S,3R,4S,5R,6R)-3,4,5-Triacetoxy-6-(hydroxymethyl)tetrahydro-2H-pyran-2-yl acetate C(C)(=O)O[C@@H]1O[C@@H]([C@H]([C@@H]([C@H]1OC(C)=O)OC(C)=O)OC(C)=O)CO